C(C)N(C1=CC=C(C=C1)C=CC(C=CC1=CC=C(C=C1)N(CC)CC)=O)CC 1,5-bis(4-diethylaminophenyl)-1,4-pentadien-3-one